BrC1=C(C=C(C=C1)C(CCC(=O)OC)=O)C(F)(F)F methyl 4-(4-bromo-3-(trifluoromethyl)phenyl)-4-oxobutanoate